FC=1C=CC2=C(CCO2)C1CC=1N=C2N(C(=NC=C2)N)C1 ((5-fluoro-2,3-dihydrobenzofuran-4-yl)methyl)imidazo[1,2-c]pyrimidin-5-amine